N-(4-bromo-2-fluorophenyl)valeramide BrC1=CC(=C(C=C1)NC(CCCC)=O)F